silicon oxygen carbon silicon oxygen [O].[Si].[C].[O].[Si]